ClCCOCCOCCOCCCl [2-(2-chloroethoxy) ethyl] ether